FC(C(=O)O)(F)F.O=C1NC(CCC1NC1=CC=C(C=C1)N1CCN(CC1)C(CCOCCOCCOCCC(=O)O)=O)=O 3-[2-[2-[3-[4-[4-[(2,6-dioxo-3-piperidyl)amino]phenyl]piperazin-1-yl]-3-oxo-propoxy]ethoxy]ethoxy]propanoic acid trifluoroacetate